BrC=1C=C2C(=NC(N(C2=CC1OC(F)(F)F)C1=CC=CC=C1)=O)NCC1CC1 6-bromo-4-((cyclopropylmethyl)amino)-1-phenyl-7-(trifluoromethoxy)quinazolin-2(1H)-one